NC1=CC=C(C=C1)C1=CC2=C(N(C(N2C)=O)C2C(NC(CC2)=O)=O)C=C1 3-[5-(4-aminophenyl)-3-methyl-2-oxo-benzimidazol-1-yl]piperidine-2,6-dione